6-(3-amino-6-(4-(4-ethylpiperazin-1-yl)phenyl)-5-fluoropyrazin-2-yl)-3,4-dihydroisoquinolin-1(2H)-one NC=1C(=NC(=C(N1)F)C1=CC=C(C=C1)N1CCN(CC1)CC)C=1C=C2CCNC(C2=CC1)=O